6-((4-formylpyridin-3-yloxy)methyl)pyrrolo[1,2-a]pyrazine-7-carbonitrile C(=O)C1=C(C=NC=C1)OCC1=C(C=C2N1C=CN=C2)C#N